CNC(=O)C1N2CC(C(C1O[Si](C)(C)C(C)(C)C)CC2)O[Si](C)(C)C(C)(C)C N-methyl-3,5-bis(tert-butyldimethylsilyloxy)quinuclidinamide